O(C1=CC=CC=C1)C1=CC=C(OCC(=O)O)C=C1 (4-phenoxyphenoxy)acetic acid